C(C)(C)(C)C1=C(C=C(C(=N1)C)C1=CC(C(=C(N1)C)S(=O)(=N)C)=O)Cl 6-(6-tert-butyl-5-chloro-2-methyl-3-pyridyl)-2-methyl-3-(methylsulfonimidoyl)-1H-pyridin-4-one